C(CCC)NC=1N=CC2=C(N1)N(C=C2C2=CC=C(C=C2)NC(=O)C=2C(C(=C(N(C2)C2CC2)C(=O)OCC)C2=CC=C(C=C2)F)=O)C2CCN(CC2)C(C(C)C)=O ethyl ((4-(2-(butylamino)-7-(1-isobutyrylpiperidin-4-yl)-7H-pyrrolo[2,3-d]pyrimidin-5-yl) phenyl) carbamoyl)-1-cyclopropyl-3-(4-fluorophenyl)-4-oxo-1,4-dihydropyridine-2-carboxylate